2-((4-(2-(4-chloro-2-fluorophenyl)-3-fluoro-2H-chromen-8-yl)piperidin-1-yl)methyl)-3-(((S)-oxabutane-2-yl)methyl)-3H-imidazo[4,5-b]pyridine-5-carboxylic acid ClC1=CC(=C(C=C1)C1OC2=C(C=CC=C2C=C1F)C1CCN(CC1)CC1=NC=2C(=NC(=CC2)C(=O)O)N1C[C@@H](O)CC)F